N-(cyanomethyl)-6-(5-(3,5-dichloro-4-fluorophenyl)-5-(trifluoromethyl)-4,5-dihydroisoxazol-3-yl)-6,7-dihydro-5H-pyrrolo[3,4-d]pyrimidine-2-carboxamide C(#N)CNC(=O)C=1N=CC2=C(N1)CN(C2)C2=NOC(C2)(C(F)(F)F)C2=CC(=C(C(=C2)Cl)F)Cl